ethyl 3-methyl-3-phenyloxirane-2-carboxylate (ethyl methyl phenyl glycidate) C(C)C1(C(C(=O)O)(O1)C1=CC=CC=C1)C.CC1(C(O1)C(=O)OCC)C1=CC=CC=C1